CC1=C(OC2=C(C=C(C=C2C1=O)C)[C@@H](C)NC1=C(C=CC=C1)C=1N=NNN1)C=1C=C(C#N)C=CC1 3-[3,6-Dimethyl-4-oxo-8-[(1R)-1-[2-(2H-tetrazol-5-yl)anilino]ethyl]chromen-2-yl]benzonitrile